FC1=CC=C(C(=O)NC2(CC2)C23CC(C2)(C3)NC(=O)C3=NC(=NO3)C)C=C1 N-(3-(1-(4-fluorobenzamido)cyclopropyl)bicyclo[1.1.1]pentan-1-yl)-3-methyl-1,2,4-oxadiazole-5-carboxamide